NC1=NC=CC=C1Cl.[Na] sodium 2-amino-3-chloropyridin